methyl 3-ethyl-α-cyanocinnamate C(C)C=1C=C(C=C(C(=O)OC)C#N)C=CC1